5-Cyano-N-(3-(1-methoxyethyl)-1-((2-(trimethylsilyl)ethoxy)methyl)-1H-indazol-5-yl)-3,4-dimethylpicolinamide C(#N)C=1C(=C(C(=NC1)C(=O)NC=1C=C2C(=NN(C2=CC1)COCC[Si](C)(C)C)C(C)OC)C)C